CN(C1(CCC2(CNC(N2)=O)CC1)C=1SC=CC1)C TRANS-8-(dimethylamino)-8-(thiophen-2-yl)-1,3-diazaspiro[4.5]decan-2-one